4-(but-3-en-1-yl)piperidine C(CC=C)C1CCNCC1